FC=1C=C(C=CC1F)[Ir+2] (3,4'-difluorophenyl)iridium (III)